[Li].N1=C(C=NC=C1)C(=O)O pyrazine-2-carboxylic acid lithium